4-(2-Phenylbutyl)benzene-1,3-diol C1(=CC=CC=C1)C(CC1=C(C=C(C=C1)O)O)CC